C(CCCCCCCCCCCCCCC(C)C)(=O)O.C(CCCCCCCCCCCCCCC(C)C)(=O)O.OCC(O)CO.OCC(O)CO.OCC(O)CO triglycerol di-isostearate